NCC=1C(=NC(=C(N1)C=1C=CC=2N(C1)C(=CN2)C)C2=CC=C(C=C2)F)N 3-(aminomethyl)-6-(4-fluorophenyl)-5-[3-methylimidazo[1,2-a]pyridin-6-yl]pyrazin-2-amine